CC1=C(OC2=C(C=C(C=C2C1=O)C)C(C)NC1=C(C=CC=C1)S(=O)(=O)N)C1=CC=CC=C1 2-[1-(3,6-dimethyl-4-oxo-2-phenyl-chromen-8-yl)ethylamino]benzenesulfonamide